(((S)-1,5-di-tert-butoxy-1,5-dioxopentan-2-yl)carbamoyl)-L-glutamic acid C(C)(C)(C)OC([C@H](CCC(=O)OC(C)(C)C)NC(=O)N[C@@H](CCC(=O)O)C(=O)O)=O